N-(3-chlorophenyl)-2-oxo-6-(trifluoromethyl)-1,2-dihydropyridine-3-carboxamide ClC=1C=C(C=CC1)NC(=O)C=1C(NC(=CC1)C(F)(F)F)=O